O=C1NC(CCC1N1C2=C(OCC1)C(=CN=C2)C2CCN(CC2)C(=O)OC(C)(C)C)=O tert-butyl 4-[4-(2,6-dioxo-3-piperidyl)-2,3-dihydropyrido[4,3-b][1,4]oxazin-8-yl]piperidine-1-carboxylate